tin dioctanoate dilaurate C(CCCCCCCCCCC)(=O)[O-].C(CCCCCCCCCCC)(=O)[O-].C(CCCCCCC)(=O)[O-].C(CCCCCCC)(=O)[O-].[Sn+4]